5-[[2-[(2R,5S)-2-(4-fluorophenyl)-5-methyl-1-piperidyl]-2-oxo-acetyl]amino]-2-methoxy-pyridine-3-carboxamide FC1=CC=C(C=C1)[C@@H]1N(C[C@H](CC1)C)C(C(=O)NC=1C=C(C(=NC1)OC)C(=O)N)=O